F[C@H]1CC2=CC=3CC[C@H](C3C(=C2C1)NC(=O)N=[S@@](=O)(N)C=1C=NN2C1OCCC2)C (S)-N'-(((2S,5R)-2-fluoro-5-methyl-1,2,3,5,6,7-hexahydro-s-indacen-4-yl)carbamoyl)-6,7-dihydro-5H-pyrazolo[5,1-b][1,3]oxazine-3-sulfonimidamide